tris(2-tolyl)borane C1(=C(C=CC=C1)B(C1=C(C=CC=C1)C)C1=C(C=CC=C1)C)C